FC1=CC=C(C=C1)C1C(=C(NC=2N1N=C(C2)C(=O)N2CCOCC2)C)C(=O)NC=2C=C1C=NNC1=CC2 7-(4-fluorophenyl)-N-(1H-indazol-5-yl)-5-methyl-2-(morpholine-4-carbonyl)-4,7-dihydropyrazolo[1,5-a]pyrimidine-6-carboxamide